1-[4-(3-bromophenyl)-1-piperidyl]ethanone BrC=1C=C(C=CC1)C1CCN(CC1)C(C)=O